1-(5-bromothiophen-2-yl)ethanamine BrC1=CC=C(S1)C(C)N